BrC1=CC=C2C(=N1)N(C(=N2)C=2C(=NC=CC2)N)C2=CC=C(C=C2)C([2H])Cl 3-(5-Bromo-3-(4-(chloromethyl-d)phenyl)-3H-imidazo[4,5-b]pyridin-2-yl)pyridin-2-amine